4-Fluoro-1-isopropyl-6-(4,4,5,5-tetramethyl-1,3,2-dioxaborolan-2-yl)-1H-benzo[d]imidazole FC1=CC(=CC=2N(C=NC21)C(C)C)B2OC(C(O2)(C)C)(C)C